(R)-3-((R)-2-(2-aminopyrimidine-5-carboxamido)-2-(3-fluoro-4-phosphonophenyl)acetamido)-2-hydroxy-3,4-dihydro-2H-benzo[e][1,2]oxaborinine-8-carboxylic acid NC1=NC=C(C=N1)C(=O)N[C@@H](C(=O)N[C@@H]1B(OC2=C(C1)C=CC=C2C(=O)O)O)C2=CC(=C(C=C2)P(=O)(O)O)F